CN(CCCOC=1C=C2CN(CC2=CC1)C(=O)C1=C(C=CC(=C1)C(=O)N1CC2=CC=CC(=C2C1)F)O)C (5-(3-(Dimethylamino)propoxy)isoindolin-2-yl)(5-(4-fluoroisoindoline-2-carbonyl)-2-hydroxyphenyl)methanone